Cl.O[C@@H]1[C@H](CNC1)NC(CC)=O N-[(3S,4S)-4-hydroxypyrrolidin-3-yl]propionamide hydrochloride